C(C1=CC=CC=C1)OCC(CO[Si](C)(C)C(C)(C)C)O 1-(benzyloxy)-3-((tert-butyldimethylsilyl)oxy)propan-2-ol